C1(CC1)CC(=O)NC1=CNC2=CC=C(C=C12)OC1CC(C1)C1=CC=C(C=C1)C(F)(F)F 2-cyclopropyl-N-(5-((1s,3s)-3-(4-(trifluoromethyl)phenyl)cyclobutoxy)-1H-indol-3-yl)acetamide